C12NCC(C1NC1=C(C(=NC3=C(C(=C(C=C13)Cl)C1=CC(=CC3=CC=CC=C13)O)F)N1CC(C1)N(C)C)N)C2 4-(4-(((endo)-2-aza-bicyclo[2.1.1]hexan-5-yl)amino)-3-amino-6-chloro-2-(3-(dimethylamino)azetidin-1-yl)-8-fluoro-quinolin-7-yl)naphthalen-2-ol